4-chloro-N-(2-formylphenyl)formamide ClC1=CC(=C(C=C1)NC=O)C=O